4-chloro-1-butene ClCCC=C